6-[5-(difluoromethyl)-2-pyridyl]-7-fluoro-2-[(4S)-4-[[6-oxo-5-(trifluoromethyl)-1H-pyridazin-4-yl]amino]pentyl]isoquinolin-1-one FC(C=1C=CC(=NC1)C=1C=C2C=CN(C(C2=CC1F)=O)CCC[C@H](C)NC=1C=NNC(C1C(F)(F)F)=O)F